6-fluoro-7-(2-methylpyrazol-3-yl)chromane-8-carbonitrile FC=1C=C2CCCOC2=C(C1C=1N(N=CC1)C)C#N